1-(2-(4-(2-(Didodecylamino)ethyl)piperazin-1-yl)ethyl)-N1,N2,N2-trinonylethane-1,2-diamine C(CCCCCCCCCCC)N(CCN1CCN(CC1)CCC(CN(CCCCCCCCC)CCCCCCCCC)NCCCCCCCCC)CCCCCCCCCCCC